C(C)(C)(C)OC(=O)N[C@@H](C)C(=O)O N-(tert-butoxycarbonyl)-L-alanine